1-[2-(cyclobutylamino)ethyl]-6-[3-(trifluoromethyl)phenyl]-3H-imidazo[4,5-b]pyridin-2-one C1(CCC1)NCCN1C(NC2=NC=C(C=C21)C2=CC(=CC=C2)C(F)(F)F)=O